(4S)-2-{[(2S)-1,4-Dioxan-2-yl]methyl}-4-methyl-8-(trifluoromethyl)-N-{[2-(trifluoromethyl)pyrimidin-5-yl]methyl}-4,5-dihydro-2H-furo[2,3-g]indazol-7-carboxamid O1[C@H](COCC1)CN1N=C2C3=C(C[C@@H](C2=C1)C)OC(=C3C(F)(F)F)C(=O)NCC=3C=NC(=NC3)C(F)(F)F